7-(benzyloxy)-4-nitro-2,3-dihydrobenzofuran-5-carboxylic acid methyl ester COC(=O)C=1C=C(C2=C(CCO2)C1[N+](=O)[O-])OCC1=CC=CC=C1